CC1=NN2C(C(N(C3=C(C=CC=C23)NC2=CC=NC=C2C(=O)N)C)C)=N1 4-((2,4,5-trimethyl-4,5-dihydro-[1,2,4]triazolo[1,5-a]quinoxalin-6-yl)amino)nicotinamide